C(C)(=O)C([C@](N([2H])[2H])(C(=O)O)[2H])O acetylserine-d3